hexadecanedioic acid anhydride C1(CCCCCCCCCCCCCCC(=O)O1)=O